CC(CCCOC(C(=O)O)C)(C)Cl 4-methyl-4-chloropentyloxypropionic acid